methyl (Z)-3-methoxy-2-[2-methyl-5-(3-propyl pyrazol-1-yl)phenoxy]prop-2-enoate CO\C=C(\C(=O)OC)/OC1=C(C=CC(=C1)N1N=C(C=C1)CCC)C